N-(1-cyanocyclopropyl)-8-(4-(3-methyloxetane-3-carbonyl)piperazin-1-yl)-3-(5-(trifluoromethyl)-1,3,4-thiadiazol-2-yl)imidazo[1,5-a]pyridine-6-sulfonamide C(#N)C1(CC1)NS(=O)(=O)C=1C=C(C=2N(C1)C(=NC2)C=2SC(=NN2)C(F)(F)F)N2CCN(CC2)C(=O)C2(COC2)C